NC=1C=C(C=CC1)OC=1C=C(C=CC1)S(=O)(=O)C1=CC(=CC=C1)OC1=CC(=CC=C1)N bis[3-(3-aminophenyloxy) phenyl] sulfone